C(C)OC(=O)C=1N=C2N(C=CC=C2)C1C1CC1 Cyclopropylimidazo[1,2-a]pyridine-2-carboxylic acid ethyl ester